3-(5-(azetidin-2-yl)-4H-1,2,4-triazol-3-yl)-5-((R)-2-(2,5-difluorophenyl)pyrrolidin-1-yl)pyrazolo[1,5-a]pyrimidine N1C(CC1)C=1NC(=NN1)C=1C=NN2C1N=C(C=C2)N2[C@H](CCC2)C2=C(C=CC(=C2)F)F